5-chloro-2-(4-pyridinyl)-4-pyrrolidin-2-yl-1H-pyrimidin-6-one ClC1=C(N=C(NC1=O)C1=CC=NC=C1)C1NCCC1